4-[[(1S,2S)-6-Chloro-2-(dimethylamino)-4-fluoro-2,3-dihydro-1H-inden-1-yl]oxy]-3-methylbenzene ClC1=CC(=C2C[C@@H]([C@H](C2=C1)OC1=C(C=CC=C1)C)N(C)C)F